(7R)-7-[4-(2-nitrobenzene-1-sulfonyl)piperazin-1-yl]-2-{4-[3-(trifluoromethoxy)phenoxy]phenyl}-4,5,6,7-tetrahydro-2H-pyrazolo[4,3-b]pyridine-3-carboxamide [N+](=O)([O-])C1=C(C=CC=C1)S(=O)(=O)N1CCN(CC1)[C@H]1C=2C(NCC1)=C(N(N2)C2=CC=C(C=C2)OC2=CC(=CC=C2)OC(F)(F)F)C(=O)N